NC=1C2=C(N=CN1)N(C(=C2C2=CC=C(C=C2)OC2=NC=CC=N2)C2CN(CC2)C(C=C)=O)C 1-(3-{4-amino-7-methyl-5-[4-(pyrimidin-2-yloxy)phenyl]-7H-pyrrolo[2,3-d]pyrimidin-6-yl}pyrrolidin-1-yl)prop-2-en-1-one